4-amino-9H-pyrimido[4,5-b]Indole-6-carboxylic acid methyl ester COC(=O)C=1C=C2C3=C(NC2=CC1)N=CN=C3N